(3-amino-6-(pyrrolidin-1-yl)-1H-pyrazolo[3,4-b]pyridin-1-yl)(2-chlorophenyl)methanone NC1=NN(C2=NC(=CC=C21)N2CCCC2)C(=O)C2=C(C=CC=C2)Cl